P1(OC(C)(C(C)(C)O1)C)=O 2,3-dimethyl-2,3-butanediyl phosphonate